methyl 1-[(4-methylbenzenesulfonyl)oxy]-3,6,9,12-tetraoxapentadecan-15-oate CC1=CC=C(C=C1)S(=O)(=O)OCCOCCOCCOCCOCCC(=O)OC